OC[C@@H]1CCC2=CCCN12 (3s,7as)-3-(hydroxymethyl)tetrahydro-1H-pyrrolizin